(5-(3-acetyl-1-(2-((2S,4R)-2-((6-bromopyridin-2-yl) carbamoyl)-4-fluoropyrrolidin-1-yl)-2-oxoethyl)-1H-indazol-5-yl) pyrimidin-2-yl) methyldimethylcarbamate CCN(C(OC1=NC=C(C=N1)C=1C=C2C(=NN(C2=CC1)CC(=O)N1[C@@H](C[C@H](C1)F)C(NC1=NC(=CC=C1)Br)=O)C(C)=O)=O)C